F[C@H]([C@@](C)(F)C=1C=C(C=CC1)N1C(C2=CC=CC(=C2C1)C(F)(F)F)=O)C1=NN=CN1C 2-(3-((1S,2S)-1,2-difluoro-1-(4-methyl-4H-1,2,4-triazol-3-yl)propan-2-yl)phenyl)-4-(trifluoromethyl)isoindolin-1-one